chloro-8-fluoro-pyrido[4,3-d]pyrimidine-2,4-diol ClC1=NC=C(C=2N=C(N=C(C21)O)O)F